2-(2-(cyclopropanesulfonylamino)thiazol-4-yl)-N-(4-(5-fluoropyridin-3-yl)phenyl)-4-methoxybutyramide C1(CC1)S(=O)(=O)NC=1SC=C(N1)C(C(=O)NC1=CC=C(C=C1)C=1C=NC=C(C1)F)CCOC